OC[C@@H]1[C@H]([C@@H]([C@H](C(O1)O)C)O)O (3R,4R,5S,6R)-6-(hydroxymethyl)-3-methyltetrahydro-2H-pyran-2,4,5-triol